(S)-6-((2-amino-3-chloropyridin-4-yl)thio)-3-(1-amino-6-(trifluoromethyl)-1,3-dihydrospiro[inden-2,4'-piperidin]-1'-yl)pyrazine-2-carboxamide NC1=NC=CC(=C1Cl)SC1=CN=C(C(=N1)C(=O)N)N1CCC2(CC1)[C@@H](C1=CC(=CC=C1C2)C(F)(F)F)N